N-(3-aminopropyl)-3-(6-bromo-1H-benzo[d]imidazol-2-yl)-1H-indazole-5-carboxamide NCCCNC(=O)C=1C=C2C(=NNC2=CC1)C1=NC2=C(N1)C=C(C=C2)Br